ON1N=NC2=C1N=CC=C2 1-hydroxy-7-azabenzotriazole